NCCOCCOCCC(=O)NC1=C(C(=O)NC=2SC(=CN2)C)C=CC=C1 2-(3-(2-(2-Aminoethoxy)ethoxy)propionylamino)-N-(5-methylthiazol-2-yl)benzamide